COC1=C(C=NC=C1)N1CCN(CC1)C(=O)OC(C)(C)C tert-butyl 4-(4-methoxy-3-pyridyl)piperazine-1-carboxylate